FC(C1=CC=CC(=N1)NC(=O)C1=CC2=CN(N=C2C=C1OC(C)C)C1CCNCC1)F N-[6-(difluoromethyl)-2-pyridyl]-6-isopropoxy-2-(4-piperidyl)indazole-5-carboxamide